[(2R)-1-(2-{3-[4-(Cyclopropanesulfonyl)phenyl]-1H-pyrazolo[3,4-b]pyridin-5-yl}-7-methyl-6,7,8,9-tetrahydro-5H-benzo[7]annulen-7-yl)pyrrolidin-2-yl]methanol C1(CC1)S(=O)(=O)C1=CC=C(C=C1)C1=NNC2=NC=C(C=C21)C=2C=CC1=C(CCC(CC1)(C)N1[C@H](CCC1)CO)C2